methyl-N-(2-methyloxazolo[4,5-b]pyridin-6-yl)benzamide CC1=C(C(=O)NC=2C=C3C(=NC2)N=C(O3)C)C=CC=C1